ethyl 2-[(2R,3R)-1-[2-[(7S)-3,7-dimethyl-4,5,6,7-tetrahydroindazol-2-yl]acetyl]-2-(3-methoxy-2-methyl-phenyl)pyrrolidin-3-yl]oxyacetate CC=1N(N=C2[C@H](CCCC12)C)CC(=O)N1[C@@H]([C@@H](CC1)OCC(=O)OCC)C1=C(C(=CC=C1)OC)C